docosyl-trimethoxysilane C(CCCCCCCCCCCCCCCCCCCCC)[Si](OC)(OC)OC